C(C)OC1=C2C=CC(OC2=CC=C1C=O)(C)C 5-ethoxy-2,2-dimethyl-2H-chromene-6-carbaldehyde